BrC(C1C(C1)C(=O)OCC)C1=C2C=CN(C2=C(C=C1S(=O)(=O)C)C)S(=O)(=O)C1=CC=C(C)C=C1 ethyl 2-(bromo(7-methyl-5-(methylsulfonyl)-1-tosyl-1H-indol-4-yl)methyl)-cyclopropane-1-carboxylate